BrC1=CC(=C2CCN(CC2=C1)CC)C 7-bromo-2-ethyl-5-methyl-1,2,3,4-tetrahydroisoquinoline